C1(CCCCC1)CNC(=O)C=1OC2=C(C=CC=C2C(C1)=O)OC N-(cyclohexylmethyl)-8-methoxy-4-oxo-4H-chromene-2-carboxamide